ClC1=C(C(=O)NC2=CC(=CC=C2)[S@@](=O)(=N)C)C(=CN=C1C(F)(F)F)OC=1C(=NC(=CC1)F)C (R)-3-chloro-5-((6-fluoro-2-methylpyridin-3-yl)oxy)-N-(3-(S-methylsulfonimidoyl)phenyl)-2-(trifluoromethyl)isonicotinamide